C1=CC=CC=2C3=CC=CC=C3C(C12)COC(=O)N[C@@H](C)C(=O)O N-(9-fluorenylmethoxycarbonyl)-L-alanine